2-butyl-7-isopropoxy-1-(3-((isopropylamino)methyl)benzyl)-1H-imidazo[4,5-d]pyridazin-4-amine dihydrochloride Cl.Cl.C(CCC)C1=NC=2C(=C(N=NC2N)OC(C)C)N1CC1=CC(=CC=C1)CNC(C)C